CN1C2=C(C=CC1=O)NC=C2C2=NC(=CC(=C2)OC2=CC=C(C=C2)C(F)(F)F)C 4-methyl-3-{6-methyl-4-[4-(trifluoromethyl)phenoxy]-pyridin-2-yl}-1H,4H,5H-pyrrolo[3,2-b]pyridin-5-one